2-cyano-2-propenethioamide C(#N)C(C(N)=S)=C